BrC=1C=C2C=CN(C(C2=C(C1)F)=O)C1CCN(CC1)C(=O)OC(C)(C)C tert-butyl 4-(6-bromo-8-fluoro-1-oxoisoquinolin-2(1H)-yl)piperidine-1-carboxylate